2-(N-(3-bromo-1H-1,2,4-triazol-5-yl)-2,6-difluoro-phenylamino)ethanol BrC1=NNC(=N1)N(CCO)C1=C(C=CC=C1F)F